C(C)(C)(C)OC(=O)N1CCN(CC1)S(=O)(=O)N1[C@@H]([C@@H]2CC[C@H](C1)N2C(=O)OCCOC)C(=O)OCC 2-ethyl 8-(2-methoxyethyl) (1s,2s,5r)-3-((4-(tert-butoxycarbonyl) piperazin-1-yl) sulfonyl)-3,8-diazabicyclo[3.2.1]octane-2,8-dicarboxylate